2-[({2-amino-3-[(2-imino-2,3-dihydro-1,3-thiazol-3-yl)methyl]phenyl}carbamothioyl)amino]-2-(3-chloro-4-fluorophenyl)propyl 2,2-dimethylpropanoate CC(C(=O)OCC(C)(C1=CC(=C(C=C1)F)Cl)NC(NC1=C(C(=CC=C1)CN1C(SC=C1)=N)N)=S)(C)C